8-((5,7-Dihydroxy-2-(3,4,5-trihydroxyphenyl)-3-(3,4,5-trihydroxyphenylcarbonyloxy)chroman-6-yl)methyl)-5,7-dihydroxy-2-(3,4,5-trihydroxyphenyl)chroman-3-yl-3,4,5-trihydroxybenzoate OC1=C2CC(C(OC2=CC(=C1CC=1C(=CC(=C2CC(C(OC12)C1=CC(=C(C(=C1)O)O)O)OC(C1=CC(=C(C(=C1)O)O)O)=O)O)O)O)C1=CC(=C(C(=C1)O)O)O)OC(=O)C1=CC(=C(C(=C1)O)O)O